Cl.FC1=CC2=C(N(C(=N2)N2C[C@H]([C@@H](CC2)F)N)CC2=NC=C(C=C2)F)C=C1F (3R,4R)-1-(5,6-difluoro-1-((5-fluoropyridin-2-yl)methyl)-1H-benzo[d]imidazol-2-yl)-4-fluoropiperidin-3-amine hydrochloride